IC1=CC=C(CNC=2C=NC(=C(C(=O)N)C2)OC)C=C1 5-((4-Iodobenzyl)amino)-2-methoxynicotinamide